4-bromo-2-(pyrrolidin-1-ylmethyl)pyridine BrC1=CC(=NC=C1)CN1CCCC1